C(C)NC(=O)C1C(CCC(C1)C)C(C)C N-ethyl-5-methyl-2-propan-2-yl-cyclohexane-1-carboxamide